3-(4,4,5,5-tetramethyl-1,3,2-dioxaborolan-2-yl)-5-(trifluoromethyl)pyridin-2-amine CC1(OB(OC1(C)C)C=1C(=NC=C(C1)C(F)(F)F)N)C